OC=1C=C(C(=O)O)C=C(N1)O 2,6-dihydroxyisonicotinic acid